2-[(3-ethynyl-8-methyl-6-quinolyl)oxy]-N-(2-fluoroethyl)-2-methoxyacetamide C(#C)C=1C=NC2=C(C=C(C=C2C1)OC(C(=O)NCCF)OC)C